NC=1C=NN(C1)C1=NC(=NC=C1C(F)(F)F)NC1=CC=C(C=C1)S(=O)(=O)NC 4-[[4-(4-aminopyrazol-1-yl)-5-(trifluoromethyl)pyrimidin-2-yl]amino]-N-methyl-benzenesulfonamide